ethyl 2-[[[3-ethylsulfonyl-5-(trifluoromethyl)pyrazolo[1,5-a]pyridin-2-yl]amino]methyl]-5-(trifluoromethyl)pyridine-3-carboxylate C(C)S(=O)(=O)C=1C(=NN2C1C=C(C=C2)C(F)(F)F)NCC2=NC=C(C=C2C(=O)OCC)C(F)(F)F